CC1=C(C=C(C(=O)NC2=CC(=CC(=C2)C(F)(F)F)N2C=NC(=C2)CC)C=C1)NC1=NC=CC(=N1)C=1C=NC=CC1 4-methyl-N-[3-(4-ethyl-1H-imidazol-1-yl)-5-(trifluoromethyl)phenyl]-3-[[4-(3-pyridyl)-2-pyrimidinyl]amino]benzamide